ClC=1C=CC(=NC1)C(=O)OC\C=C(\CCC=C(C)C)/C (E)-3,7-dimethylocta-2,6-dien-1-yl 5-chloropicolinate